ethyl 4-hydroxy-6-methoxy-2-methylquinoline-8-carboxylate OC1=CC(=NC2=C(C=C(C=C12)OC)C(=O)OCC)C